C(C)(C)(C)OC(CN1C[C@@H]2[C@H](C1)COC2)=O 2-((3aR,6aS)-tetrahydro-1H-furo[3,4-c]pyrrol-5(3H)-yl)acetic acid tert-butyl ester